BrC1=C(C(=CC2=C1[C@@H]([C@](O2)(C2=CC=CC=C2)CNC(OC(C)(C)C)=O)C)F)Cl tert-butyl (((2S,3S)-4-bromo-5-chloro-6-fluoro-3-methyl-2-phenyl-2,3-dihydrobenzofuran-2-yl)methyl)carbamate